methyl (2S)-2-(3-bromopyrazolo[1,5-a]pyrimidin-6-yl)oxypropanoate BrC=1C=NN2C1N=CC(=C2)O[C@H](C(=O)OC)C